O1OCCCCC=C1 tetrahydrodioxocine